C(C)(C)(C)NC(O[C@@H]1C[C@H](CC1)N)=O (1S,3S)-3-aminocyclopentyl tert-butylcarbamate